2,4-dichloro-6-butylsulfanyl-1,3,5-triazine ClC1=NC(=NC(=N1)Cl)SCCCC